(Z)-4-((4-((6-chloro-7-methyl-1H-indol-3-yl)methylene)-2,5-dioxoimidazolidin-1-yl)methyl)-2-fluorobenzonitrile ClC1=CC=C2C(=CNC2=C1C)\C=C\1/NC(N(C1=O)CC1=CC(=C(C#N)C=C1)F)=O